succinic acid, monoamide succinate C(CCC(=O)O)(=O)O.C(CCC(=O)O)(=O)N